N1(CCCC1)C(=O)O.ClC1=C2C(=NC=N1)N(N=C2C2=CC=C(C=C2)OC2=CC=CC=C2)[C@H]2CN(CCC2)C(C=C)=O 1-((R)-3-(4-chloro-3-(4-phenoxyphenyl)-1H-pyrazolo[3,4-d]pyrimidin-1-yl)piperidin-1-yl)prop-2-en-1-one pyrrolidin-1-Carboxylate